5-(2-methoxyethoxymethyl)-N-(2-methoxyethyl)-2-phenyl-1H-indol-7-amine COCCOCC=1C=C2C=C(NC2=C(C1)NCCOC)C1=CC=CC=C1